C(=C(F)F)F vinylylidene fluoride